methyl 3-((1S,2R,4aR,6aR,6bS,8aR,12aS,14aR,14bS)-11-cyano-1,2,6a,6b,9,9,12a-heptamethyl-10,14-dioxo-1,3,4,5,6,6a,6b,7,8,8a,9,10,12a,14,14a,14b-hexadecahydropicen-4a(2H)-yl)propanoate C(#N)C=1C(C([C@@H]2CC[C@]3([C@@]4(CC[C@]5(CC[C@H]([C@@H]([C@H]5[C@H]4C(C=C3[C@]2(C1)C)=O)C)C)CCC(=O)OC)C)C)(C)C)=O